(benzothien-3-yl)pyridine-2,6-diamine S1C=C(C2=C1C=CC=C2)C=2C(=NC(=CC2)N)N